rac-(3R)-1-[3-(1-hydroxyethyl)-6-[5-[(6-methylpyridazin-3-yl)amino]benzimidazol-1-yl]-2-pyridyl]pyrrolidine-3-carbonitrile OC(C)C=1C(=NC(=CC1)N1C=NC2=C1C=CC(=C2)NC=2N=NC(=CC2)C)N2C[C@@H](CC2)C#N |r|